4-(6-{4-[3-(4-hydroxymethyl-phenyl)-ureido]-phenyl}-4-morpholin-4-yl-pyrazolo[3,4-d]Pyrimidine-1-yl)-piperidine-1-carboxylic acid methyl ester COC(=O)N1CCC(CC1)N1N=CC=2C1=NC(=NC2N2CCOCC2)C2=CC=C(C=C2)NC(=O)NC2=CC=C(C=C2)CO